2-((6-cyclopropoxy-1-(4-(trifluoromethyl)phenyl)-1H-indazol-3-yl)methyl)isoindoline-1,3-dione C1(CC1)OC1=CC=C2C(=NN(C2=C1)C1=CC=C(C=C1)C(F)(F)F)CN1C(C2=CC=CC=C2C1=O)=O